C(CCC)C1=CC=C(C=C1)CCC=O 3-(4-n-Butylphenyl)Propanal